NC[C@@H](CO)F (2S)-3-amino-2-fluoro-propan-1-ol